3-(2-(difluoromethoxy)-6-methylpyridin-3-yl)-1-(3-hydroxy-3-(trifluoromethyl)cyclobutyl)-1-(2-isopropylphenyl)urea FC(OC1=NC(=CC=C1NC(N(C1=C(C=CC=C1)C(C)C)C1CC(C1)(C(F)(F)F)O)=O)C)F